ClC1=NC=CC(=C1F)C1=CC(=C(C#N)C=C1)F 4-(2-chloro-3-fluoropyridin-4-yl)-2-fluorobenzonitrile